N1C=NC2=C1C=C(C=C2)N2C(NCC2)=O 1-(1H-benzo[d]imidazol-6-yl)imidazolidin-2-one